4-bromo-5-fluorobenzo[b]thiophene 1,1-dioxide BrC1=C(C=CC=2S(C=CC21)(=O)=O)F